C(C)(=O)[O-].[Pd+2].C(C)(=O)[O-] palladium acetate salt